CC(=O)N[C@@H]1[C@H]([C@H]([C@H](O[C@H]1O)CO)O)O[C@H]2[C@@H]([C@H](C=C(O2)C(=O)O)O)O The molecule is an amino disaccharide consisting of N-acetyl-beta-D-galactosamine having a 4-deoxy-alpha-L-threo-hex-4-enopyranuronosyl residue attached at the 3-position. It is an amino disaccharide and a monocarboxylic acid. It is a conjugate acid of a beta-D-4-deoxy-Delta(4)-GlcpA-(1->3)-beta-D-GalpNAc(1-).